ClC=1C=C(C=C2C=NN(C12)CCN(C)C)NC1=NC=C(C(=N1)C1=CN(C2=CC=CC=C12)C)[N+](=O)[O-] 7-chloro-1-(2-(dimethylamino)ethyl)-N-(4-(1-methyl-1H-indol-3-yl)-5-nitropyrimidin-2-yl)-1H-indazol-5-amine